2-((6-bromo-4H-benzo[d][1,3]dioxin-8-yl)methylene)-6-methoxybenzofuran-3(2H)-one BrC1=CC2=C(OCOC2)C(=C1)C=C1OC2=C(C1=O)C=CC(=C2)OC